(3S)-3-(2-(5-(2-(dimethylamino)ethyl)-3-fluoro-2-oxopyridin-1(2H)-yl)-4-methylpentanamido)-3-(4-fluoro-2',4',5,6'-tetramethyl-[1,1'-biphenyl]-3-yl)propanoic acid CN(CCC=1C=C(C(N(C1)C(C(=O)N[C@@H](CC(=O)O)C=1C=C(C=C(C1F)C)C1=C(C=C(C=C1C)C)C)CC(C)C)=O)F)C